ClC1=C(C(=C2C=NNC2=C1)C1=C(C=2N=C(N=C(C2C=N1)N1C[C@@](CCC1)(O)C)OCC12CCCN2CCC1)F)C1CC1 (3R)-1-(7-(6-chloro-5-cyclopropyl-1H-indazol-4-yl)-8-fluoro-2-((hexahydro-1H-pyrrolizin-7a-yl)methoxy)pyrido[4,3-d]pyrimidin-4-yl)-3-methylpiperidin-3-ol